tert-butyl(1-((8-carbamoyl-6-(4-(morpholinomethyl)phenyl)pyrido[3,2-d]pyrimidin-4-yl)amino)propan-2-yl)carbamate C(C)(C)(C)OC(NC(CNC=1C2=C(N=CN1)C(=CC(=N2)C2=CC=C(C=C2)CN2CCOCC2)C(N)=O)C)=O